C(C(C)(C)C)(=O)[O-] pivalate